FC1=C(C=CC2=C1NCCO2)C2=CC=C(S2)CN2C(NN=C2)=O 4-[[5-(5-fluoro-3,4-dihydro-2H-1,4-benzoxazin-6-yl)-2-thienyl]methyl]-1,2,4-triazol-3-one